2-(2-(2-fluorophenyl) hydrazino)-3-oxoglutarate FC1=C(C=CC=C1)NNC(C(=O)[O-])C(CC(=O)[O-])=O